carboxytriazol C(=O)(O)C=1N=NNC1